1,3-Dimethoxypropan-2-yl (1-hydroxy-7-methyl-1,3-dihydrobenzo[c][1,2]oxaborole-6-carbonyl)-L-valinate OB1OCC2=C1C(=C(C=C2)C(=O)N[C@@H](C(C)C)C(=O)OC(COC)COC)C